C1(=CC=CC=C1)C=1C2=CC=CC=C2OC2=CCC=CC12 9-phenyl-3H-xanthene